C(#N)C1=CC=C(C=C1)C=1N=C2N(C=CC=C2)C1CN1CCN(CC1)C(=O)OC(C)(C)C Tert-butyl 4-{[2-(4-cyanophenyl)imidazo[1,2-a]pyridine-3-yl]methyl}piperazine-1-carboxylate